ClC1=C(C=C(C=C1)N1CCN(CC1)C1=NC=C(C=C1)C1CC1)C=1N=C2N(C=CC=C2)C1C 2-(2-chloro-5-(4-(5-cyclopropylpyridin-2-yl)piperazin-1-yl)phenyl)-3-methylimidazo[1,2-a]pyridine